(±)-Trans-3-((5-(5-(((butyl(methyl)carbamoyl)oxy)methyl)-1-methyl-1H-pyrazol-4-yl)-3-methylpyrazin-2-yl)oxy)cyclohexane-1-carboxylic acid C(CCC)N(C(=O)OCC1=C(C=NN1C)C=1N=C(C(=NC1)O[C@@H]1C[C@H](CCC1)C(=O)O)C)C |r|